S1C=NC2=C1C=CC(=C2)NC2=CC=NC1=CC=C(C=C21)C2=C(C=C(C=C2)C(=O)N2C[C@H](N[C@H](C2)C)C)F (4-(4-(benzo[d]thiazol-5-ylamino)quinolin-6-yl)-3-fluorophenyl)((3R,5S)-3,5-dimethylpiperazin-1-yl)methanone